4-((S)-4-propenoyl-2-methylpiperazin-1-yl)-6-fluoro-7-(2-fluoro-6-hydroxyphenyl)-1-(((S)-1-methylpyrrolidin-2-yl)methyl)-2-oxo-1,2-dihydro-1,8-naphthyridine-3-carbonitrile C(C=C)(=O)N1C[C@@H](N(CC1)C1=C(C(N(C2=NC(=C(C=C12)F)C1=C(C=CC=C1O)F)C[C@H]1N(CCC1)C)=O)C#N)C